NC1=C(C=C(N=N1)C1=C(C=CC=C1)O)N1CC2CCC(C1)N2C2=CC(=NC=C2)C#CCN2CCC(CC2)F 2-[6-amino-5-[8-[2-[3-(4-fluoro-1-piperidinyl)prop-1-ynyl]-4-pyridinyl]-3,8-diazabicyclo[3.2.1]oct-3-yl]pyridazin-3-yl]phenol